ClC1=C(C=CC=C1)C=1N=C(SC1)NC(=O)C1=CC=C(C=C1)N1CCN(CC1)C(=O)OC(C)(C)C tert-butyl 4-(4-((4-(2-chlorophenyl)thiazol-2-yl)carbamoyl)phenyl)-piperazine-1-carboxylate